ClC=1C=C2C(=NC(=NC2=CC1)N=C(N)N)C1=CC=C(C=C1)N1CCN(CC1)CCO 2-(6-chloro-4-(4-(4-(2-hydroxyethyl)piperazin-1-yl)phenyl)quinazolin-2-yl)guanidine